6,7-difluoro-2-hydrazino-N-methyl-N-phenylquinazolin-4-amine FC=1C=C2C(=NC(=NC2=CC1F)NN)N(C1=CC=CC=C1)C